Dibutyl glucarate O=C([C@H](O)[C@@H](O)[C@H](O)[C@H](O)C(=O)OCCCC)OCCCC